dimethylnaphthyl-dodecyl-ammonium chloride [Cl-].C[N+](CCCCCCCCCCCC)(C1=CC=CC2=CC=CC=C12)C